N1(C=NC=C1)CCC(=O)O 3-(1H-imidazol-1-yl)-propanoic acid